BrCC(=O)N1C(OCC2=C1C=CC=C2F)=O 2-bromoacetyl-5-fluoro-1,4-dihydro-2H-benzo[d][1,3]Oxazin-2-one